OCC=1C(=NC=C(C1)C)C1=CCN(CC1)C(=O)OC(C)(C)C Tert-Butyl 4-(3-(hydroxymethyl)-5-methylpyridin-2-yl)-5,6-dihydropyridine-1(2H)-carboxylate